o-pyrazolyl-phenylacetone N1N=C(C=C1)C1=C(C=CC=C1)CC(C)=O